FC1=C(CN2C(C3=NC=CC=C3C2=O)([2H])[2H])C(=CC(=C1)C1=C2C=NN(C2=CC(=C1)F)C([2H])([2H])[2H])F 6-(2,6-difluoro-4-(6-fluoro-1-(methyl-d3)-1H-indazol-4-yl)benzyl)-6,7-di-hydro-5H-pyrrolo[3,4-b]pyridin-5-one-7,7-d2